N=1SCC(C=C2C1C=CC=C2)=O 4,5-benzothiazepin-4-one